5-(7-((1S,2S)-2-(2'-oxo-1'-(2,2,2-trifluoroethyl)spiro[cyclopropane-1,3'-indolin]-6'-yl)cyclopropyl)pyrazolo[1,5-a]pyrimidin-5-yl)pyrimidine-2,4(1H,3H)-dione O=C1N(C2=CC(=CC=C2C12CC2)[C@@H]2[C@H](C2)C2=CC(=NC=1N2N=CC1)C=1C(NC(NC1)=O)=O)CC(F)(F)F